molybdenum-tungsten-molybdenum-calcium [Ca].[Mo].[W].[Mo]